CN1N=CC(=C1C)B1OC(C)(C)C(C)(C)O1 1,5-dimethyl-1H-pyrazol-4-boronic acid pinacol ester